ClC1=NC(=C(C(C1)=O)CC)C 2-Chloro-5-ethyl-6-methylpyridin-4(3H)-one